2-(4-(tert-butyl)phenyl)-4-(2-(difluoromethoxy)benzylidene)oxazol-5(4H)-one C(C)(C)(C)C1=CC=C(C=C1)C=1OC(C(N1)=CC1=C(C=CC=C1)OC(F)F)=O